C12(CC3CC(CC(C1)C3)C2)C=2C=C(C=C(C2)C)C2=CC=C(C=C2)C 3-((3R,5R,7R)-adamantan-1-yl)-4',5-dimethyl-[1,1'-biphenyl]